NC1=NC=NC=2N(C3=C(C=C(C=C3C21)C2=CC(=NC=C2)C(F)(F)F)C)CC(=O)N2C1CC1CC2C(=O)NC2=NC(=CC=C2)Br 2-(2-(4-amino-8-methyl-6-(2-(trifluoromethyl)pyridin-4-yl)-9H-pyrimido[4,5-b]indol-9-yl)acetyl)-N-(6-bromopyridin-2-yl)-2-azabicyclo[3.1.0]hexane-3-carboxamide